tris(2-amino-3-(1H-imidazol-4-yl)propanamide) hydrochloride Cl.NC(C(=O)N)CC=1N=CNC1.NC(C(=O)N)CC=1N=CNC1.NC(C(=O)N)CC=1N=CNC1